2,6-dinitro-N-ethyl-N-(2-methyl-2-propenyl)-4-(trifluoromethyl)benzenamine [N+](=O)([O-])C1=C(C(=CC(=C1)C(F)(F)F)[N+](=O)[O-])N(CC(=C)C)CC